P(=S)(OCCCCCCCCCCCCCCCCCCCCOC(C=C)=O)(O)O acryloxyeicosyl dihydrogen thiophosphate